BrB1N=CC(=C1)Br 2,4-dibromo-[1,2]azaborol